Tert-Butyl 4-{[(chloromethoxy)carbonyl]oxy}butanoate ClCOC(=O)OCCCC(=O)OC(C)(C)C